C(CCCC)OC(CCCC)=O valeric acid pentyl ester